2-[[[4-(hydroxymethyl)-7-(4-isopropylphenyl)-2,3-dihydrobenzofuran-5-yl]amino]methyl]prop-2-enamide OCC1=C(C=C(C2=C1CCO2)C2=CC=C(C=C2)C(C)C)NCC(C(=O)N)=C